1,3,5-trivinylpentaphenyltrisiloxane C(=C)[Si](O[Si](O[Si](C=C)(C1=CC=CC=C1)C1=CC=CC=C1)(C=C)C1=CC=CC=C1)(C1=CC=CC=C1)C1=CC=CC=C1